2-[6-(3,5-Difluoro-4-methyl-phenyl)pyrazolo[4,3-b]pyridin-1-yl]-1-pyrrolidin-1-yl-ethanone trifluoroacetate Salt FC(C(=O)O)(F)F.FC=1C=C(C=C(C1C)F)C=1C=C2C(=NC1)C=NN2CC(=O)N2CCCC2